C(C)OC=1C=C2C3=C(C(=C(OC3=C(C(=C2C2=CC=C(C=C2)CC)C2=CC=C(C=C2)OC)C=2NCCCN2)C2=CC=C(C=C2)OC)C2=CC=C(C=C2)CC)C1 2-(5-ethoxy-3,7-bis(4-ethylphenyl)-2,8-bis(4-methoxyphenyl)benzo[de]chromen-9-yl)-1,4,5,6-tetrahydropyrimidine